O-galloyl-glucose C(C1=CC(O)=C(O)C(O)=C1)(=O)O[C@@H](C=O)[C@@H](O)[C@H](O)[C@H](O)CO